(1R,2S)-2-hydroxy-1,2,3,4-tetrahydronaphthalen-1-yl carbamate C(N)(O[C@H]1[C@H](CCC2=CC=CC=C12)O)=O